ClC1=CC(=CC2=C1NC(=N2)NC(=O)NCC)C2=C(C=CC(=C2)CC2=NNC(C1=CC=CC=C21)=O)F 1-(7-Chloro-5-(2-fluoro-5-((4-oxo-3,4-dihydrophthalazin-1-yl)methyl)phenyl)-1H-benzoimidazol-2-yl)-3-ethylurea